sodium monohydrogen phosphate P(=O)(O)([O-])[O-].[Na+].[Na+]